O[C@@H]1C=C(N(C1)C(=O)OC(C)(C)C)C(=O)[C@@H](C)C1=CC=C(C=C1)C1=C(N=CS1)C tert-butyl (2S,4R)-4-hydroxyl-2-(((S)-1-(4-(4-methylthiazol-5-yl)phenyl)ethyl)formyl)pyrrolin-1-carboxylate